9,9-bis(4-(aminophenoxy)phenyl)fluorene NC1=C(OC2=CC=C(C=C2)C2(C3=CC=CC=C3C=3C=CC=CC23)C2=CC=C(C=C2)OC2=C(C=CC=C2)N)C=CC=C1